(1R,3aS,7aR)-1-((R)-6-hydroxy-6-methylheptan-2-yl)-7a-methyloctahydro-4H-inden-4-one OC(CCC[C@@H](C)[C@H]1CC[C@@H]2C(CCC[C@]12C)=O)(C)C